CC1=CC=CC=2N(C(N(C21)C=2C=NC(=CC2)C2=C1C(=CN=C2)N(N=C1)C1OCCCC1)=O)CC(=O)OCC ethyl 2-[4-methyl-2-oxo-3-[6-(1-tetrahydropyran-2-ylpyrazolo[3,4-c]pyridin-4-yl)-3-pyridyl]benzimidazol-1-yl]acetate